C(CCC)N=CC1=C(C(=CC(=C1)F)C)O (butylimino)methyl-4-fluoro-6-methylphenol